BrC1=C(C=CC(=C1)Br)S(=O)(=O)C 2,4-dibromo-1-(methylsulfonyl)benzene